n-butylphosphonium tetraphenylborate C1(=CC=CC=C1)[B-](C1=CC=CC=C1)(C1=CC=CC=C1)C1=CC=CC=C1.C(CCC)[PH3+]